Methyl 5-((2-(1-(2-(((2-chloro-[1,1'-biphenyl]-4-yl)methyl)amino)ethyl)-1H-pyrazol-4-yl)ethyl)amino)benzo[c][2,6]naphthyridine-8-carboxylate ClC1=C(C=CC(=C1)CNCCN1N=CC(=C1)CCNC1=NC2=C(C3=CN=CC=C13)C=CC(=C2)C(=O)OC)C2=CC=CC=C2